ClC=1C=C(C=CC1)N1N=C(C(=C1)\C=C/C(=O)N[C@@H](CC1=CNC2=CC=CC=C12)C(=O)O)C1=CC=C(C=C1)OC (Z)-(3-(1-(3-chlorophenyl)-3-(4-methoxyphenyl)-1H-pyrazol-4-yl)acryloyl)-L-tryptophan